tert-butyl 9-[[4-[4-[[8-bromo-6-(2,6-dichlorophenyl)-5-oxo-pyrido[4,3-d]pyrimidin-2-yl] amino] pyrazol-1-yl]-1-piperidyl] methyl]-3-azaspiro[5.5]undecane-3-carboxylate BrC1=CN(C(C2=C1N=C(N=C2)NC=2C=NN(C2)C2CCN(CC2)CC2CCC1(CCN(CC1)C(=O)OC(C)(C)C)CC2)=O)C2=C(C=CC=C2Cl)Cl